4-((1R,5S)-3,8-diazabicyclo[3.2.1]octan-3-yl)-8-fluoro-7-(4-fluoro-5-methyl-1H-indol-3-yl)-2-((tetrahydro-1H-pyrrolizin-7a(5H)-yl)methoxy)quinazoline [C@H]12CN(C[C@H](CC1)N2)C2=NC(=NC1=C(C(=CC=C21)C2=CNC1=CC=C(C(=C21)F)C)F)OCC21CCCN1CCC2